phenyl(naphthyl)anthracene-d20 C1(=CC=CC=C1)C12C(C(C(C(C1(C(C1(C(C(C(C(C1=C2C2=CC=CC1=CC=CC=C21)([2H])[2H])([2H])[2H])([2H])[2H])([2H])[2H])[2H])([2H])[2H])[2H])([2H])[2H])([2H])[2H])([2H])[2H])([2H])[2H]